(1-(3,5-dichloropyridin-4-yl)ethoxy)-3-(5-((1-methyl-1H-pyrazol-4-yl)sulfonyl)-1,4,5,6-tetrahydropyrrolo[3,4-d]imidazol-2-yl)-1H-indazole ClC=1C=NC=C(C1C(C)ON1N=C(C2=CC=CC=C12)C1=NC2=C(N1)CN(C2)S(=O)(=O)C=2C=NN(C2)C)Cl